6-bromo-N'-(2-ethylphenyl)-4-[[(3S)-tetrahydrofuran-3-yl]amino]pyrrolo[1,2-b]pyridazine-3-carboxamidine BrC=1C=C2N(N=CC(=C2N[C@@H]2COCC2)C(=NC2=C(C=CC=C2)CC)N)C1